C1(=CC=CC=C1)C1=CC=C(N=N1)NC1CC(CC1)C(=O)O 3-((6-Phenylpyridazin-3-yl)amino)cyclopentane-1-carboxylic acid